(8-syn)-3-{6-chloro-2-[(1-cyclopropyl-5-methyl-1H-pyrazol-4-yl)amino]quinazolin-7-yl}-8-methyl-3-azabicyclo[3.2.1]octan-8-ol ClC=1C=C2C=NC(=NC2=CC1N1CC2CCC(C1)C2(O)C)NC=2C=NN(C2C)C2CC2